DL-2-ISOPROPYLSERINE CC(C)C(CO)(C(=O)O)N